NC1=NC=NN2C1=C(C(=N2)C2=CC=C(C=C2)NC(C=C)=O)C2=CC(=C(C=C2)OC2=NN(C=C2)C)OC N-(4-(4-amino-5-(3-methoxy-4-((1-methyl-1H-pyrazol-3-yl)oxy)phenyl)pyrazolo[5,1-f][1,2,4]triazin-6-yl)phenyl)acrylamide